C(C1=CC=CC=C1)OCC=1N=NN(C1)[C@@H](CC(=O)NO)CC1=CC2=CC=CC=C2C=C1 (R)-3-(4-benzyl-oxymethyl-[1,2,3]triazol-1-yl)-N-hydroxy-4-naphthalen-2-yl-butyramide